[Bi].[Pb].[Sb].[Cu] copper antimony-lead-bismuth